Iridium-manganese [Mn].[Ir]